COC([C@@H](NC(COC1=CC(=C(C=C1)C)Br)=O)CC1=CC=CC=C1)=O N-[(3-bromo-4-methylphenoxy)acetyl]-L-phenylalanine methyl ester